N-(2-isopropylbenzylidene)-2-methylpropane-2-sulfinamide C(C)(C)C1=C(C=NS(=O)C(C)(C)C)C=CC=C1